FC1(CN(CC[C@H]1C1=CC=CC=2N(C(N(C21)C)=O)C2C(N(C(CC2)=O)CC2=CC=C(C=C2)OC)=O)C(=O)OC(C)(C)C)F tert-butyl (4S)-3,3-difluoro-4-[1-[1-[(4-methoxyphenyl)methyl]-2,6-dioxo-3-piperidyl]-3-methyl-2-oxo-benzimidazol-4-yl]piperidine-1-carboxylate